N1=C(C=CC=C1)N[C@H](CC(=O)O)C#C (3R)-3-[(pyridin-2-yl)-amino]pent-4-ynoic acid